CC1(COB(O1)C1=C(C#N)C=CC=C1OC)C 2-(5,5-dimethyl-1,3,2-dioxaborolan-2-yl)-3-methoxybenzonitrile